methyl-(4-methylpent-2-yl)amine CNC(C)CC(C)C